BrC=1C=CC2=C(C(=N[C@H](C=3N2C(=NN3)SC)CCC(=O)OC)C3=CC=CC=C3)C1 methyl (S)-3-(8-bromo-1-(methylthio)-6-phenyl-4H-benzo[f][1,2,4]triazolo[4,3-a][1,4]diazepin-4-yl)propionate